bromoisooctane BrC(C)(C)CC(C)(C)C